N-butan-2-yl-2-[1-[(2,3-difluorophenyl)methyl]-5-oxopyrrolidin-2-yl]acetamid CC(CC)NC(CC1N(C(CC1)=O)CC1=C(C(=CC=C1)F)F)=O